4-(4-bromo-3-(trifluoromethyl)phenyl)-1-(tetrahydro-2H-pyran-2-yl)-1H-pyrazole BrC1=C(C=C(C=C1)C=1C=NN(C1)C1OCCCC1)C(F)(F)F